NC=1C=2N(C3=CC(=CC=C3N1)C(=O)N(C)[C@@H]1COC3=C1C=CC(=C3)C#CC3(CCC3)OC)C=NC2 (S)-4-amino-N-(6-((1-methoxycyclobutyl)ethynyl)-2,3-dihydrobenzofuran-3-yl)-N-methylimidazo[1,5-a]quinoxaline-8-carboxamide